8-methyl-N-((8endo)-3-(6-methylpyrimidin-4-yl)-3-azabicyclo[3.2.1]octan-8-yl)-5-(2,2,2-trifluoroethoxy)-[1,2,4]triazolo[1,5-a]pyridin-2-amine CC=1C=2N(C(=CC1)OCC(F)(F)F)N=C(N2)NC2C1CN(CC2CC1)C1=NC=NC(=C1)C